FC1=CC=C(C=C1)[C@@H]1N(CCC2=CC=CC=C12)C(=O)[C@H]1OC[C@H](CC1)[N+](=O)[O-] ((S)-1-(4-fluorophenyl)-3,4-dihydroisoquinolin-2(1H)-yl)((2S,5S)-5-nitrotetrahydro-2H-pyran-2-yl)methanone